4-{4-[(2,4-Dioxathiazolidine-5-ylidene)methyl]phenoxy}-N-[4-(trifluoromethoxy)phenyl]piperidine-1-carboxamide S1ONOC1=CC1=CC=C(OC2CCN(CC2)C(=O)NC2=CC=C(C=C2)OC(F)(F)F)C=C1